ethyl 3-[3-[1-[5-[5-[4,6-difluoro-1-(2-trimethylsilylethoxymethyl)indol-5-yl]oxy-2-hydroxy-phenyl]-1-(2,3-dihydroxypropyl)-1,2,4-triazol-3-yl]ethyl]-2-fluoro-phenyl]propanoate FC1=C2C=CN(C2=CC(=C1OC=1C=CC(=C(C1)C1=NC(=NN1CC(CO)O)C(C)C=1C(=C(C=CC1)CCC(=O)OCC)F)O)F)COCC[Si](C)(C)C